trans-4-((5-chlorobenzo[d]thiazol-2-yl)carbamoyl)cyclohexanecarboxylic acid ClC=1C=CC2=C(N=C(S2)NC(=O)[C@@H]2CC[C@H](CC2)C(=O)O)C1